O=C(C[C@@H]1CC[C@H](CC1)NC(OC(C)(C)C)=O)C tert-butyl (trans-4-(2-oxopropyl)cyclohexyl)carbamate